C(C)OC(C[C@H]1C[C@@H]2CC[C@H]3[C@@H]4C[C@@H]([C@@H]([C@@]4(C)CC[C@@H]3[C@]2(C[C@@H]1N1CCCCC1)C)CC(=O)OCC)N1CCCCC1)=O 2β,16β-bis(piperidin-1-yl)-5α-androstane-3α,17β-diacetic acid diethyl ester